O[C@@H]1[C@H]([C@H](N(C1)C(=O)OCC1=CC=CC=C1)C(=O)OCC1=CC=CC=C1)N1CCN(CCN(CCN(CC1)CC(OC)=O)CC(OC)=O)CC(=O)OC dibenzyl (2S,3S,4S)-4-hydroxy-3-(4,7,10-tris(2-methoxy-2-oxoethyl)-1,4,7,10-tetraazacyclododecan-1-yl)pyrrolidine-1,2-dicarboxylate